CN(C/C=C/C(=O)NC1=C2CN(CC2=CC=C1)C(C1=C(C=CC=C1)OC)=O)C (E)-4-(Dimethylamino)-N-(2-(2-methoxybenzoyl)isoindolin-4-yl)but-2-enamide